C(C1=CC=CC=C1)N(CCCCN1C(C(=NC=C1)C1=CC=CC=C1)=O)C 1-{4-[benzyl-(methyl)amino]butyl}-3-phenyl-1,2-dihydropyrazin-2-one